3-((3,4-dihydroquinazolin-2-yl)thio)-1H-indole-2-carboxylic acid N1=C(NCC2=CC=CC=C12)SC1=C(NC2=CC=CC=C12)C(=O)O